pyrido[2,3-d]pyrimidine-6-carbonitrile N1=CN=CC2=C1N=CC(=C2)C#N